CC1(CC=2C(=NC=C(C2)C(=O)O)N1)C 2,2-Dimethyl-1h,2h,3h-pyrrolo[2,3-b]pyridine-5-carboxylic acid